4,5,6,7-tetrahydrobenzo[b]thiophene-2-carboxamide trifluoroacetic acid salt FC(C(=O)O)(F)F.S1C2=C(C=C1C(=O)N)CCCC2